O1CCOC2=C1C=CC(=C2)CC=2C=C(C=CC2C)C([C@H]2CCC(O2)(C)C)O (3aR,5R,6S,6aR)-5-[[3-(2,3-dihydro-1,4-benzodioxin-6-ylmethyl)-4-methylphenyl](hydroxyl)methyl]-2,2-dimethyl-tetrahydrofuran